1-Phenyl-3-(2-(pyridin-2-yl)quinazolin-4-yl)urea C1(=CC=CC=C1)NC(=O)NC1=NC(=NC2=CC=CC=C12)C1=NC=CC=C1